N-n-tridecanoyl-glutamine C(CCCCCCCCCCCC)(=O)N[C@@H](CCC(N)=O)C(=O)O